(6-hydroxy-2-methyl-[1,2,4]triazolo[5,1-a]isoquinoline-5-carbonyl)glycine OC1=C(N2C(C3=CC=CC=C13)=NC(=N2)C)C(=O)NCC(=O)O